pyrazolopyran compound with fluorine [F].N1=NC=C2C1=CC=CO2